C(C)(C)(C)OC(=O)N1C2CC(CC1CC2)OC=2C=C(C(=O)O)C=C(C2)C=2SC(=CN2)C 3-{[(3-Exo)-8-(tert-Butoxycarbonyl)-8-azabicyclo[3.2.1]oct-3-yl]oxy}-5-(5-methyl-1,3-thiazol-2-yl)benzoic acid